1-(2-bromo-6-chloro-4-fluorophenyl)cyclopropane-1-carbonitrile BrC1=C(C(=CC(=C1)F)Cl)C1(CC1)C#N